tricosanate C(CCCCCCCCCCCCCCCCCCCCCC)(=O)[O-]